ethyl-tributoxysilane C(C)[Si](OCCCC)(OCCCC)OCCCC